N1=CC(=C2N1C=CC=N2)C=2N=C1N(C=C(C=N1)C(=O)N)C2 (pyrazolo[1,5-a]pyrimidin-3-yl)imidazo[1,2-a]pyrimidine-6-carboxamide